FC1=C(NC(C=C1)=O)C1=NC=CC=C1 3'-fluoro-6'-oxo-1',6'-dihydro-[2,2'-bipyridin]